C(C#C)OC(=O)C1=NC(=C(C(=C1Cl)N)F)C1=CC=C2C=CNC2=C1F.FC1=CC(=CC2=CN(N=C12)C1CCNCC1)C=1C=C2C=CN=CC2=CC1 6-[7-fluoro-2-(4-piperidyl)indazol-5-yl]isoquinoline prop-2-yn-1-yl-4-amino-3-chloro-5-fluoro-6-(7-fluoro-1H-indol-6-yl)pyridine-2-carboxylate